ClC1=C2C=CC=NC2=C(C(=C1)C(C=1C=NC=CC1)NC(=O)C1CN(C1)C(=O)OC(C)(C)C)O tert-butyl 3-(((5-chloro-8-hydroxyquinolin-7-yl)(pyridin-3-yl)methyl)carbamoyl)azetidine-1-carboxylate